C(C1=CC=CC=C1)OC=1C=C(C=CC1Cl)CC#N 3-(Benzyloxy)-4-chlorophenylacetonitrile